2-oxo-3-((4,4,5,5-tetramethyl-1,3,2-dioxaborolan-2-yl)methyl)-2,3-dihydro-1H-benzo[d]Imidazole-1-carboxylic acid tert-butyl ester C(C)(C)(C)OC(=O)N1C(N(C2=C1C=CC=C2)CB2OC(C(O2)(C)C)(C)C)=O